(R)-2-ethoxy-3-fluoro-4-(8-(3-(methoxymethyl)-4-methylpiperazin-1-yl)-7-methyl-5-oxo-1,3,4,5-tetrahydro-2H-chromeno[3,4-c]pyridine-3-carbonyl)-N-(piperidin-1-ylsulfonyl)benzamide C(C)OC1=C(C(=O)NS(=O)(=O)N2CCCCC2)C=CC(=C1F)C(=O)N1CC2=C(CC1)C=1C=CC(=C(C1OC2=O)C)N2C[C@@H](N(CC2)C)COC